(2S,3S,4R,5R)-5-(hydroxymethyl)-6-{[2-methyl-2-(4-methylpent-3-en-1-yl)-7-pentyl-2H-chromen-5-yl]oxy}oxane-2,3,4-triol OC[C@@H]1[C@H]([C@@H]([C@H](OC1OC1=C2C=CC(OC2=CC(=C1)CCCCC)(CCC=C(C)C)C)O)O)O